N1=C(C=NC2=CC=CC=C12)N1C2COCC1CN(C2)C(=O)OC2CC1(CN(C1)CC1=CC=CC=C1)C2 2-benzyl-2-azaspiro[3.3]heptan-6-yl 9-(quinoxalin-2-yl)-3-oxa-7,9-diazabicyclo[3.3.1]nonane-7-carboxylate